ClC1=C(C(=O)N[C@H](C(=O)N[C@@H](CC(C)C)OB(O)O)CSC)C=C(C=C1)Cl ((R)-1-((R)-2-(2,5-dichlorobenzoyl-amino)-3-(methylthio)propanamido)-3-methylbutyl)boric acid